C(C)(C)(C)OC(=O)NCCOC=1C=C(C=CC1)NC=1C=C(C=2N(N1)C(=CN2)C(=O)OCC)N(C)CC2=CC=C(C=C2)OC ethyl 6-((3-(2-((tert-butoxycarbonyl)amino)ethoxy)phenyl)amino)-8-((4-methoxybenzyl)(methyl)amino)imidazo[1,2-b]pyridazine-3-carboxylate